C(#N)C1(CC1)N(S(=O)(=O)C=1C=C(C=2N(C1)C=CN2)N2CCN(CC2)C(C(C)C)=O)CC2=CC=C(C=C2)OC N-(1-cyanocyclopropyl)-8-(4-isobutyrylpiperazin-1-yl)-N-(4-methoxybenzyl)imidazo[1,2-a]pyridine-6-sulfonamide